(S)-6-((1-(2-Fluoro-5-methylphenyl)ethyl)amino)-3-isopropyl-1,3,5-triazine FC1=C(C=C(C=C1)C)[C@H](C)NC=1N=CN(CN1)C(C)C